COC1=C(C(=CC(=C1)OC)OC)C(C(=O)NCC1=C2CN(C(C2=CC=C1)=O)C1C(NC(CC1)=O)=O)=O 2-(2,4,6-trimethoxyphenyl)-N-((2-(2,6-dioxopiperidin-3-yl)-1-oxoisoindolin-4-yl)methyl)-2-oxoacetamide